3-(methyl(4-vinylpyrimidin-2-yl)amino)cyclopentan-1-ol CN(C1CC(CC1)O)C1=NC=CC(=N1)C=C